C1(CC1)C1=C(C=C(C=C1F)C1CC=NN1C(=O)C12CC(C1)(C2)COC2=NC=C(C#N)C=C2)F 6-((3-(5-(4-cyclopropyl-3,5-difluorophenyl)-4,5-dihydro-1H-pyrazole-1-carbonyl)-bicyclo[1.1.1]pentan-1-yl)-methoxy)nicotinonitrile